P(=O)(OC(C)(C)C)(OC(C)(C)C)OC1=C(C=CC=C1)C=O Di-tert-butyl (2-formylphenyl) phosphate